N4-[2-(5-chloro-2,4-difluoro-phenyl)-5-cyclopropyl-pyrimidin-4-yl]-N2-(4-piperazin-1-ylphenyl)pyrimidine-2,4-diamine ClC=1C(=CC(=C(C1)C1=NC=C(C(=N1)NC1=NC(=NC=C1)NC1=CC=C(C=C1)N1CCNCC1)C1CC1)F)F